FC(C=1C=C(C=C(C1)C(F)(F)F)[C@H]([C@H](C)N(CC)CC1=C(C=CC(=C1)C(F)(F)F)C1=CC(=C(C=C1OC)C)OCCCC(=O)O)O)(F)F 4-((2'-((((1R,2S)-1-(3,5-bis(trifluoromethyl)phenyl)-1-hydroxypropan-2-yl)(ethyl)amino)methyl)-6-methoxy-4-methyl-4'-(trifluoromethyl)-[1,1'-biphenyl]-3-yl)oxy)butanoic acid